tert-butyl (2-(2-(2-(prop-2-yn-1-yloxy)ethoxy)ethoxy)ethyl)carbamate C(C#C)OCCOCCOCCNC(OC(C)(C)C)=O